3-(1H-1,2,4-triazol-1-yl)propan-2-ol N1(N=CN=C1)CC(C)O